2-phenylthio-4-acetoxy-1-methacryloyloxynaphthalene C1(=CC=CC=C1)SC1=C(C2=CC=CC=C2C(=C1)OC(C)=O)OC(C(=C)C)=O